(1S,3s)-3-(3-(3,5-difluoro-4-((1R,3R)-2-(2-fluoro-2-methylpropyl)-3-methyl-2,3,4,9-tetrahydro-1H-pyrido[3,4-b]indol-1-yl)phenoxy)azetidin-1-yl)cyclobutanol FC=1C=C(OC2CN(C2)C2CC(C2)O)C=C(C1[C@H]1N([C@@H](CC2=C1NC1=CC=CC=C21)C)CC(C)(C)F)F